3-(4-t-butylphenyl)-N-(2,3-dihydrobenzo[b][1,4]dioxin-6-yl)acrylamide C(C)(C)(C)C1=CC=C(C=C1)C=CC(=O)NC1=CC2=C(OCCO2)C=C1